COC1=CC=C(OCCOCCOC2=CC=C(C=C2)OC)C=C1 Bis[2-(4-methoxyphenoxy) ethyl] ether